C(C1=CC=CC=C1)N(C(=O)F)C(F)(F)F benzyl-(trifluoromethyl)carbamic fluoride